[Cu].[Zn].[Sn] Tin-zinc-copper